FC1=C(C(=C2C=CNC2=C1)S(=O)(=O)C)OC=1C=C(C=CC1)C=1NC(=CN1)C(N)C1=CC=CC=C1 (2-(3-((6-Fluoro-4-(methylsulfonyl)-1H-indol-5-yl)oxy)phenyl)-1H-imidazol-5-yl)(phenyl)methanamine